hexahydro-1H-furo[3,4-b]pyrrol N1C2C(CC1)COC2